3-(mercaptomethylene)pyridine SC=C1CN=CC=C1